2,3-dimethyl-7-((2S)-2-(1-methyl-1H-pyrazol-yl)-4-morpholinyl)-5-(6-(trifluoro-methyl)-3-pyridinyl)-pyrido[4,3-d]pyrimidin-4(3H)-one CC=1N(C(C2=C(N1)C=C(N=C2C=2C=NC(=CC2)C(F)(F)F)N2C[C@H](OCC2)C2=NN(C=C2)C)=O)C